4,6-Bis(4-formylphenyl)-1-phenyl-1H-pyrazolo[3,4-d]pyrimidine C(=O)C1=CC=C(C=C1)C1=C2C(=NC(=N1)C1=CC=C(C=C1)C=O)N(N=C2)C2=CC=CC=C2